N-(1-methyl-6-((4-(trifluoromethyl)phenyl)ethynyl)-1H-pyrazolo[3,4-d]pyrimidin-4-yl)-5-nitrothiophene-2-carboxamide CN1N=CC=2C1=NC(=NC2NC(=O)C=2SC(=CC2)[N+](=O)[O-])C#CC2=CC=C(C=C2)C(F)(F)F